O=C1C(=C2N(N1C1=CC=CC=C1)CCC2)C(=O)O 2-oxo-1-phenyl-2,4,5,6-tetrahydro-1H-pyrrolo[1,2-b]Pyrazole-3-carboxylic acid